butyl {(2S)-4-[5-(6-bromopyridin-2-yl)-1,3,4-oxadiazol-2-yl]butan-2-yl}carbamate BrC1=CC=CC(=N1)C1=NN=C(O1)CC[C@H](C)NC(OCCCC)=O